2-bromo-4-cyclobutoxy-6-(methylthio)pyridine BrC1=NC(=CC(=C1)OC1CCC1)SC